ClC1=C(C=C(C2=C3N(N=C12)CCN([C@H]3C)C(=O)C3=NC=C(C=N3)OC)C3=NN(C=C3)C)Cl (S)-(7,8-dichloro-1-methyl-10-(1-methyl-1H-pyrazol-3-yl)-3,4-dihydropyrazino[1,2-b]indazol-2(1H)-yl)(5-methoxypyrimidin-2-yl)methanone